O=C1C(CCC2(C1)CCCCC2)C(=O)OCC ethyl 4-oxospiro[5.5]undecane-3-carboxylate